OC1=C(C(=CC(=C1)C(F)(F)F)C)C=1C=CC=2C(N1)=NN(C2)C[C@@H]2CC(N(C2)C(C)C)=O (R)-4-((6-(2-hydroxy-6-methyl-4-(trifluoromethyl)phenyl)-2H-pyrazolo[3,4-b]pyridin-2-yl)methyl)-1-isopropylpyrrolidin-2-one